(6aR)-1,4-dichloro-3-(2-chloro-6-methoxyphenyl)-6a,7,9,10-tetrahydro-12H-pyrazino[2,1-c]pyrido[3,4-f][1,4]oxazepine-8(6H)-carboxylic acid tert-butyl ester C(C)(C)(C)OC(=O)N1C[C@@H]2COC3=C(CN2CC1)C(=NC(=C3Cl)C3=C(C=CC=C3OC)Cl)Cl